C(CCCC)(=O)OC1=C2C(=C(NC2=CC=C1)I)CCN(C)C 2-iodo-3-[2-(dimethylamino)ethyl]-1H-indol-4-yl pentanoate